C(C)(C)(C)OC(=O)N(C1=CC(=NC=2N1N=CC2C(C)C)NCCC(C)(C)[C@@H]2[C@H](CN(CC2)C(=O)[O-])OC)CC2=CC(=CC=C2)NC(C(=C)F)=O (3R,4R)-4-(((7-((tert-butoxycarbonyl)(3-(2-fluoroacrylamido)benzyl)amino)-3-isopropylpyrazolo[1,5-a]pyrimidin-5-yl)amino)methyl tert-butyl)-3-methoxypiperidine-1-carboxylate